6-(((S)-3-hydroxy-3-methylpyrrolidin-1-yl)methyl)-2-(3-((R)-1-(4-methyl-4H-1,2,4-triazol-3-yl)propan-2-yl)phenyl)-4-(trifluoromethyl)isoindolin-1-one O[C@@]1(CN(CC1)CC1=CC(=C2CN(C(C2=C1)=O)C1=CC(=CC=C1)[C@@H](CC1=NN=CN1C)C)C(F)(F)F)C